C(C(=C)C)(=O)OCCNCC ethylaminoethyl methacrylate